tert-butyl (6aR)-3,4-dichloro-1-fluoro-12-oxo-6a,7,9,10-tetrahydro-6H-pyrazino[2,1-c]pyrido[3,4-f][1,4]oxazepine-8(12H)-carboxylate ClC1=C(C2=C(C(N3[C@@H](CO2)CN(CC3)C(=O)OC(C)(C)C)=O)C(=N1)F)Cl